N-(cyclobutylmethyl)-1-[6-[[4-(6-methoxyimidazo[1,5-a]pyridin-8-yl)triazol-1-yl]methyl]-1H-indol-2-yl]methanamine HCl Cl.C1(CCC1)CNCC=1NC2=CC(=CC=C2C1)CN1N=NC(=C1)C=1C=2N(C=C(C1)OC)C=NC2